Methyl (2-(methyl(2-(methyl sulfonyl)ethyl)amino)ethyl) fumarate hydrochloride Cl.C(\C=C\C(=O)OCCN(CCS(=O)(=O)C)C)(=O)OC